(2-(3-((2-(difluoromethoxy)-6-methylpyridin-3-yl)carbamoyl)-3-(2-isopropylphenyl)azetidin-1-yl)-2-oxoethyl)glycine methyl ester COC(CNCC(=O)N1CC(C1)(C1=C(C=CC=C1)C(C)C)C(NC=1C(=NC(=CC1)C)OC(F)F)=O)=O